N-(4-(2-(4-bromophenyl)propan-2-yl)thiazol-2-yl)-2-(piperazin-1-yl)pyrimidine-5-carboxamide BrC1=CC=C(C=C1)C(C)(C)C=1N=C(SC1)NC(=O)C=1C=NC(=NC1)N1CCNCC1